C(C)(C)(C)OC(=O)N(CCCCC1=NC(=NO1)C1=C(C=CC(=C1)C)S(=O)(=O)N1[C@@H](CCC1)C(=O)OC(C)(C)C)C1CCC(CC1)(F)F tert-Butyl ((2-(5-(4-((tert-butoxycarbonyl)(4,4-difluorocyclohexyl)amino)butyl)-1,2,4-oxadiazol-3-yl)-4-methylphenyl)sulfonyl)-L-prolinate